tert-butyl (R)-3-mercaptopyrrolidine-1-carboxylate S[C@H]1CN(CC1)C(=O)OC(C)(C)C